8-oxo-3-silabicyclo[3.2.1]octane hydrochloride Cl.O=C1C2C[SiH2]CC1CC2